N1=CN=CC2=C1NC=C2 7H-pyrrolo[2,3-d]pyrimidin